ClC1=CC=C(C(=N1)C(=O)NS(=O)(=O)C)N[C@H](C)C=1C=C(C=C2C(N(C(=NC12)N1[C@H]2CN([C@@H](C1)C2)C2=NC=CN=C2C)C)=O)C 6-chloro-3-(((R)-1-(3,6-dimethyl-2-((1R,4R)-5-(3-methylpyrazin-2-yl)-2,5-diazabicyclo[2.2.1]heptan-2-yl)-4-oxo-3,4-dihydroquinazolin-8-yl)ethyl)amino)-N-(methylsulfonyl)picolinamide